NC=1C=2N(C3=CC(=C(C=C3N1)F)C(=O)N([C@@H]1COC3=C1C=CC(=C3)C=3C=NN(C3)C)C)C=NC2 (S)-4-amino-7-fluoro-N-methyl-N-(6-(1-methyl-1H-pyrazol-4-yl)-2,3-dihydrobenzo-furan-3-yl)imidazo[1,5-a]quinoxaline-8-carboxamide